FC1(C[C@H]([C@@H](CC1)C1=NC=CC(=C1N)C1=C(C=CC(=C1)F)F)C([2H])([2H])[2H])F 2-(trans-4,4-difluoro-2-(methyl-d3)cyclohexyl)-4-(2,5-difluorophenyl)pyridin-3-amine